(5R,6S,7S)-3a-(4-chloro-3-((2,3-dihydrobenzofuran-5-yl)methyl)phenyl)-5-(hydroxymethyl)-2-butyl-5,6,7,7a-tetrahydro-3aH-pyrano[2,3-d]oxazole-6,7-diol ClC1=C(C=C(C=C1)C12N=C(OC1[C@H]([C@@H]([C@H](O2)CO)O)O)CCCC)CC=2C=CC1=C(CCO1)C2